CC(CC(C)NC1=CC=C(C=C1)N=C1C=CC(C=C1)=O)C 4-({4-[(4-methylpentan-2-yl)amino]phenyl}imino)cyclohexa-2,5-dien-1-one